Cl.N[C@@H](C)C1=NOC(C1)(C(=O)OC)CC1=CC=CC=C1 methyl 3-((S)-1-aminoethyl)-5-benzyl-4,5-dihydroisoxazole-5-carboxylate hydrochloride